N-(4'-((2-(2-oxabicyclo[2.1.1]hexan-4-yl)-6-ethylpyrimidin-4-yl)amino)-5-(methoxymethyl)-[2,3'-bipyridin]-6'-yl)acetamide C12OCC(C1)(C2)C2=NC(=CC(=N2)NC2=C(C=NC(=C2)NC(C)=O)C2=NC=C(C=C2)COC)CC